5-methyl-2-phenyl-1,2,4-triazolin CC=1NCN(N1)C1=CC=CC=C1